C(C)(C)(C)N1C(NC2=CC(=CC=C2C1=O)F)=O 3-(tert-butyl)-7-fluoroquinazoline-2,4(1H,3H)-dione